BrC1=CC=C(C=C1)[C@H]1SCC[C@H](NC1=O)CNC(=O)C1=NC=CC=N1 N-[[(2R,5S)-2-(4-bromophenyl)-3-oxo-1,4-thiazepan-5-yl]methyl]pyrimidine-2-carboxamide